2-(2-Chloro-6-cyclopropylpyrimidin-4-yl)-5-cyanonicotinoic acid methyl ester COC(C1=C(N=CC(=C1)C#N)C1=NC(=NC(=C1)C1CC1)Cl)=O